2-chloro-N-((2-chlorophenyl)sulfonyl)-N-(3-(4-(tetrahydro-2H-pyran-4-carbonyl)piperazin-1-yl)-2,3-dihydro-1H-inden-5-yl)benzenesulfonamide ClC1=C(C=CC=C1)S(=O)(=O)N(C=1C=C2C(CCC2=CC1)N1CCN(CC1)C(=O)C1CCOCC1)S(=O)(=O)C1=C(C=CC=C1)Cl